C1(CC1)C(=O)N1[C@@H](CN(CC1)C1=NC=C(C(=N1)C=1C=NN(C1)C)C(F)F)C 2-[(3R)-4-(cyclopropylcarbonyl)-3-methylpiperazin-1-yl]-5-(difluoromethyl)-4-(1-methyl-1H-pyrazol-4-yl)pyrimidine